(S)-6-(5-(((2-(4-(Aminomethyl)-7-fluoro-1-methyl-2-oxo-1,2-dihydroquinolin-8-yl)ethyl)amino)methyl)-2-oxooxazolidin-3-yl)-2H-pyrido[3,2-b][1,4]oxazin-3(4H)-one NCC1=CC(N(C2=C(C(=CC=C12)F)CCNC[C@H]1CN(C(O1)=O)C=1C=CC=2OCC(NC2N1)=O)C)=O